(6S,9R)-N-(4-(6-(Azetidin-3-ylmethoxy)pyridin-3-yl)-5-chloro-2-fluorophenyl)-3-oxo-3,5,6,7,8,9-hexahydro-2H-6,9-epiminocyclohepta[c]pyridine-10-carboxamide trifluoroacetate salt FC(C(=O)O)(F)F.N1CC(C1)COC1=CC=C(C=N1)C1=CC(=C(C=C1Cl)NC(=O)N1[C@@H]2CC=3C(=CNC(C3)=O)[C@H]1CC2)F